6,6'-dimethyl-4,4'-ditrifluoromethyl-2,2'-bipyridine CC1=CC(=CC(=N1)C1=NC(=CC(=C1)C(F)(F)F)C)C(F)(F)F